C(C)(C)(C)OC(NC=1C(=NC(=C(C1C)C)Cl)Br)=O tert-Butyl-N-(2-bromo-6-chloro-4,5-dimethyl-3-pyridyl)carbamate